C1(=CC=CC=C1)P(C1=C(C2=CC=CC=C2C=C1)C1=NC=CC2=CC=CC=C12)C1=CC=CC=C1 (2-diphenylphosphino-1-naphthyl)isoquinoline